tert-butyl 4-(4-((4-([1,2,4]triazolo[1,5-a]pyridin-7-yloxy)-3-methylphenyl)amino)-7-methoxypyrido[3,2-d]pyrimidin-6-yl)-3,6-dihydropyridine-1(2H)-carboxylate N=1C=NN2C1C=C(C=C2)OC2=C(C=C(C=C2)NC=2C1=C(N=CN2)C=C(C(=N1)C=1CCN(CC1)C(=O)OC(C)(C)C)OC)C